4-(5-Cyano-2-methoxyphenyl)-N-(5-((1s,3s)-3-methoxy-cyclobutane-1-carbonyl)-5,6-dihydro-4H-pyrrolo[3,4-d]thiazol-2-yl)-6-methylnicotinamide C(#N)C=1C=CC(=C(C1)C1=CC(=NC=C1C(=O)NC=1SC2=C(N1)CN(C2)C(=O)C2CC(C2)OC)C)OC